OCCOCCCOCCO 1,3-bis-(2-hydroxyethoxy)propane